ClC=1N=C(C2=C(N1)C(=CS2)CN2[C@H](CCC[C@H]2C)C)N2[C@@H](COCC2)C (R)-4-(2-Chloro-7-(((cis)-2,6-dimethylpiperidin-1-yl)methyl)thieno[3,2-d]pyrimidine-4-yl)-3-methylmorpholine